N-(5-((2-(2,2-dimethylpyrrolidin-1-yl)ethyl)carbamoyl)-2-methylpyridin-3-yl)-2-(3-(hydroxymethyl)-1-methyl-1H-pyrazol-4-yl)pyrazolo[5,1-b]thiazole-7-carboxamide CC1(N(CCC1)CCNC(=O)C=1C=C(C(=NC1)C)NC(=O)C=1C=NN2C1SC(=C2)C=2C(=NN(C2)C)CO)C